[Se].[Ag].[Te] tellurium-silver-selenium